6-hydroxyhexyl glycidyl ether C(C1CO1)OCCCCCCO